tert-butyl 1-azido-28-(tert-butoxycarbonyl)-25,30-dioxo-3,6,9,12,15,18,21-heptaoxa-24,29-diazaheptatetracontan-47-oate N(=[N+]=[N-])CCOCCOCCOCCOCCOCCOCCOCCNC(CCC(NC(CCCCCCCCCCCCCCCCC(=O)OC(C)(C)C)=O)C(=O)OC(C)(C)C)=O